CC1=NC=2N(C(=C1)O)N=C(C2)[C@@H]2CC[C@H](CC2)C(F)(F)F 5-methyl-2-[trans-4-(trifluoromethyl)cyclohexyl]pyrazolo[1,5-a]pyrimidin-7-ol